(E)-1-phenyl-2-(4-(trifluoromethyl)phenyl)diazene C1(=CC=CC=C1)\N=N\C1=CC=C(C=C1)C(F)(F)F